6-amino-2-((S)-5-amino-5,7-dihydrospiro[cyclopenta[c]pyridine-6,4'-piperidine]-1'-yl)-5-(2,3-dichlorophenyl)pyrimidine-4-carbonitrile NC1=C(C(=NC(=N1)N1CCC2(CC1)[C@@H](C1=C(C=NC=C1)C2)N)C#N)C2=C(C(=CC=C2)Cl)Cl